[3-(10-Butyl-7,8-dimethyl-2,4-dioxo-4,10-dihydro-2H-benzo[g]pteridin-3-yl)-propyl]-dimethyl-hexadecyl-ammonium iodid [I-].C(CCC)N1C2=C(N=C3C(N(C(N=C13)=O)CCC[N+](CCCCCCCCCCCCCCCC)(C)C)=O)C=C(C(=C2)C)C